CC1CN(C(=CC1)C=1C=C2C3(C(NC2=CC1)=O)CC3)C(=O)OC(C)(C)C tert-butyl 3-methyl-6-(2'-oxospiro[cyclopropane-1,3'-indolin]-5'-yl)-3,4-dihydropyridine-1(2H)-carboxylate